(±)-3-(2-(methylsulfinylmethyl)-4-nitrophenyl)-5,6-dihydropyridine-1(2H)-carboxylic acid tert-butyl ester C(C)(C)(C)OC(=O)N1CC(=CCC1)C1=C(C=C(C=C1)[N+](=O)[O-])C[S@](=O)C |r|